FC1=CC(=CC=2C(COC21)(C)C)C2=NC(=NC=C2)NC2=CC=C(C=N2)N2C(CN(CC2)C(=O)OC(C)(C)C)=O tert-butyl 4-(6-((4-(7-fluoro-3,3-dimethyl-2,3-dihydrobenzofuran-5-yl)pyrimidin-2-yl)amino)pyridin-3-yl)-3-oxopiperazine-1-carboxylate